1-(3-aminopentyl)-2,3-dicyclohexylguanidine NC(CCNC(=NC1CCCCC1)NC1CCCCC1)CC